C(C1=CC=CC=C1)N(C(O)=O)C1(CC1)C=1C=C(C=C2CCOCC12)Br.FC1=C(C(=CC=C1)F)C1CC(=NO1)C=1N=C(SC1)C1CCN(CC1)C(COC1=NC=CN=C1OC)=O 1-(4-(4-(5-(2,6-difluorophenyl)-4,5-dihydroisoxazol-3-yl)thiazol-2-yl)piperidin-1-yl)-2-((3-methoxypyrazin-2-yl)oxy)ethan-1-one benzyl-(1-(6-bromoisochroman-8-yl)cyclopropyl)carbamate